4-dodecyl-1,3-dioxolane C(CCCCCCCCCCC)C1OCOC1